NC1N=C2C=CC(=CC2=CN1C)C(=O)N(CC1=NC=C(C=C1)C(F)(F)F)CC1=NC=CC=N1 2-amino-3-methyl-N-(pyrimidin-2-ylmethyl)-N-((5-(trifluoromethyl)pyridin-2-yl)methyl)quinazoline-6-carboxamide